3-(2-(4-Fluorophenyl)-1H-pyrrolo[2,3-b]pyridin-5-yl)-N-(2,2,2-trifluoroethyl)-benzamide FC1=CC=C(C=C1)C1=CC=2C(=NC=C(C2)C=2C=C(C(=O)NCC(F)(F)F)C=CC2)N1